FC=1C=C2C=NN(C2=CC1C=1C=2C=NN(C2C(=CC1)OC(F)(F)F)CC(=O)NCC(=O)NCC(=O)O)C (2-(5'-fluoro-1'-methyl-7-(trifluoromethoxy)-1H,1'H-[4,6'-biindazol]-1-yl)acetyl)glycylglycine